ClC1=NC=C(C(=C1)C1=C(C=NC(=C1)C)C(=O)NC=1SC2=C(N1)CN(C2)C(C2=NC(=C(C=C2F)C#N)C)=O)OC 2'-chloro-N-(5-(5-cyano-3-fluoro-6-methylpicolinoyl)-5,6-dihydro-4H-pyrrolo[3,4-d]thiazol-2-yl)-5'-methoxy-6-methyl-[4,4'-bipyridine]-3-carboxamide